(2S)-2-amino-N-((2S)-4-(4-fluorophenyl)-1-hydroxyl-(thiazol-2-yl)butan-2-yl)-5-hydroxyhexanamide Ethyl-2-methyl-1,3-dioxolan-2-acetat C(C)OC(CC1(OCCO1)C)=O.N[C@H](C(=O)N[C@H](CO)CC(C1=CC=C(C=C1)F)C=1SC=CN1)CCC(C)O